CO\N=C(/N)\C1=NC=CC(=C1)C1(OC(C(C1)C)(C(F)(F)F)C)C(=O)N 2-((Z)-(N'-methoxycarbamimidoyl)pyridin-4-yl)-4,5-dimethyl-5-(trifluoromethyl)tetrahydrofuran-2-carboxamide